[Cl-].[Ti+4].[Cl-].[Cl-].[Cl-] titanium chloride salt